CN(S(=O)(=O)NC=1C(=C(C=CC1)CN1C(OC2=C(C1C)C=CC(=C2F)OC=2N=NC=CC2)=O)F)C 3-{[3-(dimethylaminosulfonylamino)-2-fluorophenyl]methyl}-8-fluoro-4-methyl-7-(3-pyridazinyloxy)-3,4-dihydro-2H-1,3-benzoxazin-2-one